N1(CCCCC1)C(=O)ON(C=1C(=NC=CC1)N)C(C)(C)C tert-butyl-((2-aminopyridin-3-yl) amino) piperidine-1-carboxylate